FC1(C(CNC1)NC1=NC(=CC=C1)C1=CN=C2N1C=C(C(=C2)OC)C=2C=NN(C2)CC(F)(F)F)F N-(4,4-difluoropyrrolidin-3-yl)-6-(7-methoxy-6-(1-(2,2,2-trifluoroethyl)-1H-pyrazol-4-yl)imidazo[1,2-a]pyridin-3-yl)pyridin-2-amine